3-bromo-4-(tert-butyl)aniline BrC=1C=C(N)C=CC1C(C)(C)C